9,9-di(nonafluorobutyl)-fluorene FC(C(C(C1(C2=CC=CC=C2C=2C=CC=CC12)C(C(C(C(F)(F)F)(F)F)(F)F)(F)F)(F)F)(F)F)(C(F)(F)F)F